2',3'-dihydro-1'H-spiro[cyclobutane-1,4'-isoquinoline]-1'-one C1(NCC2(C3=CC=CC=C13)CCC2)=O